F[C@H]1C[C@H](N2N=C(N=C21)SCF)C2=CC=CC=C2 (5S,7S)-7-fluoro-2-(fluoromethylthio)-5-phenyl-6,7-dihydro-5H-pyrrolo[1,2-b][1,2,4]triazole